1-(2-morpholinoethyl)-1H-pyrazole-4-boronic acid pinacol ester O1CCN(CC1)CCN1N=CC(=C1)B1OC(C)(C)C(C)(C)O1